BrC=1SC(=CN1)CN(C)C 1-(2-bromothiazol-5-yl)-N,N-dimethylmethanamine